N-(4-aminobutyl)-4-((3-(4-(difluoromethoxy)-2,3-difluoro-phenyl)imidazo[1,2-a]pyrazin-8-yl)amino)-2-ethylbenzamide hydrochloride Cl.NCCCCNC(C1=C(C=C(C=C1)NC=1C=2N(C=CN1)C(=CN2)C2=C(C(=C(C=C2)OC(F)F)F)F)CC)=O